N-succinimidyl-4-(2-pyridyldithio)butanoic acid C1(CCC(N1N1C(C=CC=C1)SSCCCC(=O)O)=O)=O